O1N=C(C=C1)C1=C(OC(=C1)[N+](=O)[O-])C(=O)N (isoxazol-3-yl)-5-nitrofuran-2-carboxamide